5-chloro-2,4-difluoro-N-methylbenzylamine hydrochloride Cl.ClC=1C(=CC(=C(CNC)C1)F)F